O1COC2=C1C=CC(=C2)C(C(C)N(C([C@H](CCCCNC(OC(C)(C)C)=O)NC(OC(C)(C)C)=O)=O)C)=O di-tert-butyl ((5s)-6-((1-(benzo[d][1,3]dioxol-5-yl)-1-oxopropan-2-yl)(methyl)amino)-6-oxohexane-1,5-diyl)dicarbamate